6-fluoro-3',4'-dihydro-[2,6'-biquinoline]-2'(1'H)-one FC=1C=C2C=CC(=NC2=CC1)C=1C=C2CCC(NC2=CC1)=O